3-((3-phenoxybenzamido)methyl)-4,5-dihydroisoxazole-5-carboxamide O(C1=CC=CC=C1)C=1C=C(C(=O)NCC2=NOC(C2)C(=O)N)C=CC1